tert-butyl (R)-(2-(((3-(2-((6-fluoro-2-methylpyridin-3-yl)oxy)-4-methyl-5-(trifluoromethyl)nicotinamido) phenyl)(methyl)(oxo)-λ6-sulfaneylidene)amino)-2-oxoethyl)carbamate FC1=CC=C(C(=N1)C)OC1=C(C(=O)NC=2C=C(C=CC2)[S@](=O)(C)=NC(CNC(OC(C)(C)C)=O)=O)C(=C(C=N1)C(F)(F)F)C